C(C)(C)(C)OC(=O)N1CCC2(CC1)CC(=C(C(C2)=O)C2=C(C=C(C=C2C)Br)C)OC 9-(4-bromo-2,6-dimethyl-phenyl)-8-methoxy-10-oxo-3-azaspiro[5.5]undec-8-ene-3-carboxylic acid tert-butyl ester